O1CCN(CC1)CCOC=1C=CC=2N(C1)C(=CN2)C(=O)N2CC1=C(CC2)C(=CS1)C(=O)NC1=CC(=CC=C1)C(F)(F)F 6-(6-(2-morpholinoethoxy)-imidazo[1,2-a]pyridine-3-carbonyl)-N-(3-(trifluoro-methyl)phenyl)-4,5,6,7-tetrahydrothieno[2,3-c]-pyridine-3-carboxamide